3-(((2-(Dimethylamino)ethyl)(methyl)amino)methyl)-N'-((1,2,3,5,6,7-hexahydro-s-indacen-4-yl)carbamoyl)benzenesulfonimidamide CN(CCN(C)CC=1C=C(C=CC1)S(=O)(N)=NC(NC1=C2CCCC2=CC=2CCCC12)=O)C